BrC1(C(C=CC=C1)N=NC1=CC=CC=C1)Br 2,2-dibromoazobenzene